allyl N-(2-((((9H-fluoren-9-yl)methoxy)carbonyl)amino)ethyl)-N-(3-((tert-butoxycarbonyl)(6-((4-methoxybenzyl)oxy)pyridazin-3-yl)amino)propanoyl)glycinate C1=CC=CC=2C3=CC=CC=C3C(C12)COC(=O)NCCN(CC(=O)OCC=C)C(CCN(C=1N=NC(=CC1)OCC1=CC=C(C=C1)OC)C(=O)OC(C)(C)C)=O